BrC1=CC=C2CCCC(C2=C1)=C 7-bromo-1-methylene-1,2,3,4-tetrahydronaphthalene